ethyl-beta-D-glucopyranosyluronic acid-(1→3)-2-deoxy-2-acetylamino-beta-D-glucopyranose C(C)[C@@]1([C@H](O)[C@@H](O)[C@H](O)[C@H](O1)C(=O)O)O[C@@H]1[C@H]([C@H](O)O[C@@H]([C@H]1O)CO)NC(C)=O